C1CN(CCN1)C2=C(C=C(C=C2)F)F (2,4-difluorophenyl)piperazine